(S)-2-((4-(2-amino-propan-2-yl)-5-(2-fluoro-4-(2-oxo-pyrrolidin-1-yl)-phenyl)pyridin-2-yl)amino)-6,6a,7,8-tetrahydro-9H-pyrido-[2,3-b]pyrrolo[1,2-d]-[1,4]oxazin-9-one NC(C)(C)C1=CC(=NC=C1C1=C(C=C(C=C1)N1C(CCC1)=O)F)NC1=CC2=C(OC[C@H]3N2C(CC3)=O)N=C1